2,2-bis(p-cyclohexyl)propane C1CCC(CC1)C(C)(C)C1CCCCC1